[S].C12=CC=C(CC1)C2 Norbornadiene sulfur